(3S)-N-cyano-1-(4-{7-cyclopropyl-5-[(1R)-1-methyl-1,2,3,4-tetrahydroisoquinoline-2-carbonyl]pyrazolo[1,5-a]pyrimidin-2-yl}-3-fluorophenyl)pyrrolidine-3-carboxamide C(#N)NC(=O)[C@@H]1CN(CC1)C1=CC(=C(C=C1)C1=NN2C(N=C(C=C2C2CC2)C(=O)N2[C@@H](C3=CC=CC=C3CC2)C)=C1)F